(1S,2R)-2-[3-{[2,6-dimethyl-4-(2-phenylethoxy)benzoyl]amino}-4-(trifluoromethyl)phenyl]cyclopropanecarboxylic acid CC1=C(C(=O)NC=2C=C(C=CC2C(F)(F)F)[C@H]2[C@H](C2)C(=O)O)C(=CC(=C1)OCCC1=CC=CC=C1)C